ethane-1,2-diylbis(4-methylbenzenesulfonate) CC1=CC=C(C=C1)S(=O)(=O)OCCOS(=O)(=O)C2=CC=C(C=C2)C